C(=C=C)B1OC(C)(C)C(C)(C)O1 allenyl-boronic acid pinacol ester